(R)-tert-butylsulfinylamine C(C)(C)(C)[S@@](=O)N